N1(CCCC1)CCNC(=O)OCCC(CCC(=O)OCC1=CC=CC=C1)CCCC benzyl 4-[2-(2-pyrrolidin-1-ylethylcarbamoyloxy)ethyl]octanoate